(5-bromo-2-methylphenyl)acetaldehyde BrC=1C=CC(=C(C1)CC=O)C